(2-chloro-6-fluoro-3-methylphenyl)boronic acid ClC1=C(C(=CC=C1C)F)B(O)O